N-(4-Bromo-2-fluorobenzyl)-5-(3-chlorophenyl)-1,3,4-oxadiazol-2-amine BrC1=CC(=C(CNC=2OC(=NN2)C2=CC(=CC=C2)Cl)C=C1)F